BrCC=1C(=NN(C1)C)C(F)F 4-(bromomethyl)-3-(difluoromethyl)-1-methyl-1H-pyrazole